[N].[C].[P].[Co] cobalt phosphorus carbon nitrogen